CC=1C=C(N=NC1C=C)C#N C5-methyl-6-vinyl-pyridazine-3-carbonitrile